mannaric acid potassium salt [K+].O=C([C@@H](O)[C@@H](O)[C@H](O)[C@H](O)C(=O)[O-])[O-].[K+]